2,2-dimethyl-1-phenylpropane-1-amine CC(C(N)C1=CC=CC=C1)(C)C